1-[(1S)-1-(2-methoxypyridin-4-yl)ethyl]-3-[(1R,2S)-2-phenylcyclopropyl]urea COC1=NC=CC(=C1)[C@H](C)NC(=O)N[C@H]1[C@@H](C1)C1=CC=CC=C1